O=C1NC(CCC1C1=C(C=C(C=C1)N1CC(C1)NC(OCC1CC2(C1)CCC2)=O)F)=O spiro[3.3]heptan-2-ylmethyl (1-(4-(2,6-dioxopiperidin-3-yl)-3-fluorophenyl)azetidin-3-yl)carbamate